C1(=CC=C(C=C1)C=1N=C(OC1C1=CC=C(C=C1)C)CCC(=O)NC)C 3-[4,5-bis(p-tolyl)oxazol-2-yl]-N-methyl-propanamide